FC1(CCC(CC1)NC1=NC(=CC(=C1)C(CC=1N=NN(C1)C)O)N1N=C(C=C1)C)F 1-(2-((4,4-difluorocyclohexyl)amino)-6-(3-methyl-1H-pyrazol-1-yl)pyridin-4-yl)-2-(1-methyl-1H-1,2,3-triazol-4-yl)ethan-1-ol